methyl 2-(4-(tert-butyl) phenoxy)-4,6-dimethylpyrimidine-5-carboxylate C(C)(C)(C)C1=CC=C(OC2=NC(=C(C(=N2)C)C(=O)OC)C)C=C1